O=C1NC(CCC1N1C(C2=CC=CC(=C2C1)NCC(=O)NC)=O)=O 2-[[2-(2,6-dioxopiperidin-3-yl)-1-oxoisoindolin-4-yl]amino]-N-methyl-acetamide